CC=1C(NC(N(C1)CCCCCCOC(C1=CC=C(C(=O)NCCCCCCC(=O)NC2=CC=C(C=C2)C2CCN(CC2)S(=O)(=O)C=2C=CC(=NC2)C(=O)NCC(=O)O)C=C1)(C1=CC=CC=C1)C1=CC=CC=C1)=O)=O (5-((4-(4-(7-(4-(((6-(5-methyl-2,4-dioxo-3,4-dihydropyrimidin-1(2H)-yl)hexyl)oxy)diphenylmethyl)benzamido)heptanamido)phenyl)piperidin-1-yl)sulfonyl)picolinoyl)glycine